Methyl (Z)-1-(4-amino-2-fluorobut-2-en-1-yl)-4-(3-(N,N-diethylsulfamoyl)phenyl)-1H-benzo[d][1,2,3]triazol-6-carboxylate Hydrochloride Cl.NC\C=C(\CN1N=NC2=C1C=C(C=C2C2=CC(=CC=C2)S(N(CC)CC)(=O)=O)C(=O)OC)/F